BrCC1=CC=C(C=C1)CC(=O)O 2-[4-(bromomethyl)phenyl]acetic acid